FC1=C(C=CC(=C1)S(=O)(=O)C)NCC#CC=1N(C=2C=CC=C(C2C1)NC1CCOCC1)CC(F)(F)F 2-{3-[(2-fluoro-4-methanesulfonyl-phenyl)amino]prop-1-yn-1-yl}-N-(oxan-4-yl)-1-(2,2,2-trifluoroethyl)-1H-indol-4-amine